ClC(C1=NC=NO1)(Cl)Cl 5-(trichloromethyl)-1,2,4-oxadiazole